6,7-bis(methyl-d3)-2-((2S,4R)-2-(1-(methyl-d3)-1H-pyrazol-4-yl)tetrahydro-2H-pyran-4-yl)-4-(4-(methyl-d3)phenyl)pteridine C(C=1N=C2C(=NC(=NC2=NC1C([2H])([2H])[2H])[C@H]1C[C@H](OCC1)C=1C=NN(C1)C([2H])([2H])[2H])C1=CC=C(C=C1)C([2H])([2H])[2H])([2H])([2H])[2H]